BrC1=CC=CC2=CC(=CC=C12)OCOC bromo-6-(methoxymethoxy)naphthalene